2-(3-chloro-5-trifluoromethyl-pyridin-2-yl)-3-methyl-6-pentafluoroethyl-3H-imidazo[4,5-b]pyridine ClC=1C(=NC=C(C1)C(F)(F)F)C1=NC=2C(=NC=C(C2)C(C(F)(F)F)(F)F)N1C